Cl.Cl.N[C@H]1[C@H](CCCC1)NC(=O)C=1SC=C(C1)C=1C=NN2C1N=CC(=C2)N2CCNCC2 N-[(1S,2R)-2-aminocyclohexyl]-4-[6-(piperazin-1-yl)pyrazolo[1,5-a]pyrimidin-3-yl]thiophene-2-carboxamide dihydrochloride